3-(4-chloro-3-cyclopropylphenoxy)azetidine 4-methylbenzenesulfonate CC1=CC=C(C=C1)S(=O)(=O)O.ClC1=C(C=C(OC2CNC2)C=C1)C1CC1